FC(COC=1C=C(C=CC1F)C1=C(N=C(S1)NS(=O)(=O)C1=CC(=CC=C1)NC1CC(C1)(C)O)C1=C(C=CC=C1)C(C)C)(C(C)(C)C)F N-(5-(3-(2,2-Difluoro-3,3-dimethylbutoxy)-4-fluorophenyl)-4-(2-isopropylphenyl)thiazol-2-yl)-3-((3-hydroxy-3-methylcyclobutyl)amino)benzenesulfonamide